CC=1N=C(NC1)CCCS(=O)(=O)O methylimidazolpropanesulfonic acid